(2-chloro-4-fluoro-phenyl)-[(1S,5R)-8-[1-cyclopropyl-5-(2,2-dimethylpropylsulfonyl)indol-7-yl]-3,8-diazabicyclo[3.2.1]octan-3-yl]methanone ClC1=C(C=CC(=C1)F)C(=O)N1C[C@@H]2CC[C@H](C1)N2C=2C=C(C=C1C=CN(C21)C2CC2)S(=O)(=O)CC(C)(C)C